ClC1=C(C=CC(=C1)F)C(=O)N1C[C@@H]2CC[C@H](C1)N2C2=CC(=CC=1N2C(=NC1)C1CC1)S(=O)(=O)CC(C)(C)C (2-chloro-4-fluoro-phenyl)-[(1S,5R)-8-[3-cyclopropyl-7-(2,2-dimethylpropylsulfonyl)imidazo[1,5-a]pyridin-5-yl]-3,8-diazabicyclo[3.2.1]octan-3-yl]methanone